1-(tetrahydro-2H-pyran-4-yl)-1H-pyrazolo[4,3-b]Pyridine-5-carboxylic acid methyl ester COC(=O)C1=CC=C2C(=N1)C=NN2C2CCOCC2